tert-Butyl N-[2-(2,3-dichlorophenyl)ethyl]-N-(2-methoxyethyl)carbamate ClC1=C(C=CC=C1Cl)CCN(C(OC(C)(C)C)=O)CCOC